ClC=1C=CC2=C(CC3(CC=4N2C(=NN4)[C@@H]4CC[C@H](CC4)CC4=NC=CC=C4)OCCO3)C1 8'-chloro-1'-[trans-4-(pyridin-2-ylmethyl)cyclohexyl]-4'H,6'H-spiro[1,3-dioxolan-2,5'-[1,2,4]triazolo[4,3-a][1]benzazepine]